2-{1-cyclopropyl-3-[2-(2H-1,2,3-triazol-2-yl)propan-2-yl]-1H-pyrazol-5-yl}-5-fluoro-N4-methyl-7H-pyrrolo[2,3-d]pyrimidine-2,4-diamine C1(CC1)N1N=C(C=C1C1(N=C(C2=C(N1)NC=C2F)NC)N)C(C)(C)N2N=CC=N2